BrC1=C(C(=O)OCOCC[Si](C)(C)C)C=C(C=C1OCOCC[Si](C)(C)C)C#N 2-trimethylsilylethoxymethyl 2-bromo-5-cyano-3-(2-trimethylsilylethoxymethoxy)benzoate